FC=1C=C2C(=C(C=NC2=CC1)C(=O)N1CCN(CC1)S(=O)(=O)C)N1CCC(CC1)CC#N 2-(1-(6-fluoro-3-(4-(methylsulfonyl)piperazine-1-carbonyl)quinolin-4-yl)piperidin-4-yl)acetonitrile